1-[3-(diethylethoxysilyl)phenyl]-1-phenylethene C(C)[Si](C=1C=C(C=CC1)C(=C)C1=CC=CC=C1)(OCC)CC